6-[2-cyano-3-[[ethyl(methyl)sulfamoyl]amino]-6-fluoro-phenoxy]-4-oxo-quinazoline C(#N)C1=C(OC=2C=C3C(NC=NC3=CC2)=O)C(=CC=C1NS(N(C)CC)(=O)=O)F